(S)-2-(2-chloro-6-fluorobenzamido)-3-(4-(5-(dimethylamino)-3-methyl-2-oxo-2,3-dihydro-1H-benzo[d]imidazol-1-yl)phenyl)propionic acid ClC1=C(C(=O)N[C@H](C(=O)O)CC2=CC=C(C=C2)N2C(N(C3=C2C=CC(=C3)N(C)C)C)=O)C(=CC=C1)F